C(C)C(C(=O)OCC1CC2C(CC1)O2)C(CC(=O)OCC2CC1C(CC2)O1)CCC bis(3,4-epoxycyclohexylmethyl) 2-ethyl-3-propyl-1,5-pentanedioate